ClC1=C(C=C(C=C1)F)N=C(N)C1=C(C=2N(N=C1)C=C(C2)C2=C(C=C(C=C2)OC)C)NC2CCN(CC2)S(=O)(=O)CCC N'-(2-chloro-5-fluoro-phenyl)-6-(4-methoxy-2-methyl-phenyl)-4-[(1-propylsulfonyl-4-piperidyl)amino]pyrrolo[1,2-b]pyridazine-3-carboxamidine